N-(1-(3,4-dichlorophenyl)-2-(dimethylamino)ethyl)-2-methylbenzenesulfonamide ClC=1C=C(C=CC1Cl)C(CN(C)C)NS(=O)(=O)C1=C(C=CC=C1)C